C[C@@H]1CN(C[C@@H](N1)C)C1=CC=CC(=N1)CNC=1C2=C(N=CN1)NC=C2C2=CC(=NC=C2)O 4-(4-(((6-((3R,5S)-3,5-dimethylpiperazin-1-yl)pyridin-2-yl)methyl)amino)-7H-pyrrolo[2,3-d]pyrimidin-5-yl)pyridin-2-ol